ClC1=CC=C(C(=N1)C(=O)O)N[C@H](C)C1=C2N=C(C(=NC2=CC(=C1)C)C#N)N(C)CC1(CCC2=CC=CC=C12)O 6-chloro-3-(((1R)-1-(2-cyano-3-(((1-hydroxy-2,3-dihydro-1H-inden-1-yl)methyl)(methyl)amino)-7-methylquinoxalin-5-yl)ethyl)amino)picolinic acid